methyl (2S,4R)-4-azido-1-trityl-pyrrolidine-2-carboxylate N(=[N+]=[N-])[C@@H]1C[C@H](N(C1)C(C1=CC=CC=C1)(C1=CC=CC=C1)C1=CC=CC=C1)C(=O)OC